pyrimidine-4,6-dicarboxamide tetrahydrochloride salt Cl.Cl.Cl.Cl.N1=CN=C(C=C1C(=O)N)C(=O)N